C(C1=CC=CC=C1)[C@H]1N(CCN(C1)S(=O)(=O)C)C=1C=C2C(=NN(C2=CC1)C=1C(=C(C(=C(C1)C(F)(F)F)F)O)F)C (R)-3-(5-(2-Benzyl-4-(methylsulfonyl)piperazin-1-yl)-3-methyl-1H-indazol-1-yl)-2,6-difluoro-5-(trifluoromethyl)phenol